α,α',2,3,5,6-hexachloro-p-xylene C(C1=C(C(=C(C(=C1Cl)Cl)CCl)Cl)Cl)Cl